2-(bicyclo[1.1.1]pentan-1-ylamino)-4-((1R,3R,4R)-3-hydroxy-4-methylcyclohexylamino)pyrimidine-5-carboxamide C12(CC(C1)C2)NC2=NC=C(C(=N2)N[C@H]2C[C@H]([C@@H](CC2)C)O)C(=O)N